5-(6-methoxypyridin-3-yl)-6-methyl-7-((2-(trimethylsilyl)ethoxy)methyl)-7H-pyrrolo[2,3-d]pyrimidin-4-amine COC1=CC=C(C=N1)C1=C(N(C=2N=CN=C(C21)N)COCC[Si](C)(C)C)C